3-chloro-4-fluoro-N-(5-(pyridin-2-yl)pyrimidin-2-yl)benzamide ClC=1C=C(C(=O)NC2=NC=C(C=N2)C2=NC=CC=C2)C=CC1F